methyl 6-amino-5-((3-((2-ethylhexyl)oxy)-3-oxopropyl)thio)-3-(4-fluorophenyl)picolinate NC1=C(C=C(C(=N1)C(=O)OC)C1=CC=C(C=C1)F)SCCC(=O)OCC(CCCC)CC